Tert-butyl 2-(4-aminophenyl)acetate NC1=CC=C(C=C1)CC(=O)OC(C)(C)C